C1(CC1)CC1=C(C=CC(=C1)[N+](=O)[O-])C 2-(cyclopropylmethyl)-1-methyl-4-nitrobenzene